NC1CC(C1)OC1=CC=C(C=C1)C(C)C 2-(4-((1s,3s)-3-aminocyclobutoxy)phenyl)propane